NC1(CCN(CC1)C1=NC(=C2C(=N1)NN=C2Br)C#N)C=2C=NC(=CC2)Cl 6-(4-amino-4-(6-chloropyridin-3-yl)piperidin-1-yl)-3-bromo-1H-pyrazolo[3,4-d]pyrimidine-4-carbonitrile